[NH4+].C(#N)C1=CC(=C(C=C1)COC=1C=NN(C1)C1CCN(CC1)CC1=NC2=C(N1CC1=CN=CN1CC)C=C(C=C2)C(=O)[O-])F 2-[(4-{4-[(4-cyano-2-fluorophenyl)methoxy]-1H-pyrazol-1-yl}piperidin-1-yl)methyl]-1-[(1-ethyl-1H-imidazol-5-yl)methyl]-1H-benzimidazole-6-carboxylic acid, ammonium salt